(4-(difluoromethyl)-2-(4-fluoropiperidin-1-yl)oxazol-5-yl)methanone FC(C=1N=C(OC1C=O)N1CCC(CC1)F)F